NC1=CC=2C(C3=CC(=CC=C3NC2C=C1)N)=O 2,7-diaminoacridin-9-one